ClC1=NC=CC(=N1)N1N=CC2=CC=CC=C12 1-(2-chloropyrimidin-4-yl)-1H-indazole